N-(1-(methoxymethyl)cyclopropyl)-N-methyl-4,5,6,7-tetrahydroisoxazolo[4,5-c]pyridine-3-carboxamide hydrochloride Cl.COCC1(CC1)N(C(=O)C1=NOC2=C1CNCC2)C